(E)-N'-(2-bromobenzylidene)imidazo[1,2-a]pyridine-2-carbohydrazide BrC1=C(\C=N\NC(=O)C=2N=C3N(C=CC=C3)C2)C=CC=C1